O1CCOC12CCC(CC2)(C(=O)OCC)C(=O)OCC diethyl 1,4-dioxaspiro[4.5]decane-8,8-dicarboxylate